1-((4-phenoxybenzoyl)glycyl)aziridine O(C1=CC=CC=C1)C1=CC=C(C(=O)NCC(=O)N2CC2)C=C1